(S)-(+)-Citramalic acid C[C@](CC(=O)O)(C(=O)O)O